ClC1=NC(=CC(=N1)OC)OC 2-chloro-4,6-dimethoxy-pyrimidine